C1(CCCCC1)CN1[C@H]([C@H]([C@@H]([C@H](C1)O)O)O)CO (2S,3R,4R,5S)-1-(cyclohexylmethyl)-2-(hydroxymethyl)piperidine-3,4,5-triol